ClC=1C=CC(=NC1)NC1=C(C=NC=C1)[N+](=O)[O-] 5-chloro-N-(3-nitro-4-pyridinyl)pyridin-2-amine